(S)-4-ethyl-4-hydroxy-7,8-dihydro-1H-pyrano[3,4-F]indolizine C(C)[C@]1(COCC2=CN3CCC=C3C=C21)O